(R)-2-(4-(1-(2-methoxy-4-((6-(3-phenylisoxazolidin-2-yl)pyrimidin-4-yl)amino)phenyl)piperidin-4-yl)piperazin-1-yl)ethane-1-ol COC1=C(C=CC(=C1)NC1=NC=NC(=C1)N1OCC[C@@H]1C1=CC=CC=C1)N1CCC(CC1)N1CCN(CC1)CCO